C([C@@H]1[C@@H]([C@@H]([C@H]([C@@H](O1)O[C@@H]2[C@H](O[C@@H]([C@H]([C@H]2O)O[C@@H]3[C@H]([C@H]([C@@H]([C@H](O3)CO)O)O)O[C@@H]4[C@H]([C@H]([C@@H]([C@H](O4)CO)O)O)O)O)CO)O)O)O)O The molecule is a tetrasaccharide comprising three alpha-D-mannose residues, all linked (1->2), with a beta-D-galactose residue also linked (1->4) to the reducing-end mannose residue. A Leishmania lipophosphoglycan capping tetrasaccharide.